[N+](=O)([O-])C=1C=C(C=CC1NCC1CCOCC1)S(=O)(=O)C1=C(C(=O)N)C=CC=C1 (3-nitro-4-(((tetrahydro-2H-pyran-4-yl)methyl)amino)phenylsulfonyl)benzamide